4-amino-N-cyclopropyl-7-fluoro-N-((5-(3-hydroxy-3-methylbut-1-yn-1-yl)pyridin-2-yl)methyl)-1-methyl-1H-pyrazolo[4,3-c]quinoline-8-carboxamide NC1=NC=2C=C(C(=CC2C2=C1C=NN2C)C(=O)N(CC2=NC=C(C=C2)C#CC(C)(C)O)C2CC2)F